FC1=C(C(=CC=C1)F)C1=N[C@H](C2=NC(=NN2C=2SC=3CCCOCC3C12)C(=O)NCC(C)(C)O)C (7S)-9-(2,6-difluorophenyl)-N-(2-hydroxy-2-methyl-propyl)-7-methyl-13-oxa-18-thia-2,3,5,8-tetrazatetracyclo[8.8.0.02,6.011,17]octadeca-1(10),3,5,8,11(17)-pentaene-4-carboxamide